5,6,7-trimethyl-1,8-naphthyridin-2-amine CC1=C2C=CC(=NC2=NC(=C1C)C)N